OC1=CC=2C(C3=CC=CC=C3SC2C=C1)=O 2-hydroxy-9H-thioxanthone